4-fluoro-2,3-dihydro-1H-isoindole FC1=C2CNCC2=CC=C1